BrC1=CC=C(C=C1)C1=NC=CC=C1 2-(4-Bromophenyl)-pyridin